FC1=CC=C(C=N1)C1=NN2C(OCC3(CC3)C2)=C1C(=O)OCC Ethyl 2-(6-fluoropyridin-3-yl)spiro[5,7-dihydropyrazolo[5,1-b][1,3]oxazine-6,1'-cyclopropane]-3-carboxylate